5-(8-amino-7-chloro-2,3-dihydrobenzo[b][1,4]dioxin-5-yl)-3-(1-phenethylpiperidin-4-yl)-1,3,4-oxadiazol-2(3H)-one hydrochloride Cl.NC1=C(C=C(C2=C1OCCO2)C2=NN(C(O2)=O)C2CCN(CC2)CCC2=CC=CC=C2)Cl